C(C1CO1)OC(C)[Si](OC)(OC)OC α-glycidoxyethyl-Trimethoxysilane